C(=O)O.C(=O)O.NCC1=CC(=C(C=C1)C=1N=C2SC3=C(N2C1)C=CC(=C3)C(=O)NCCCN3CCCCC3)C3CC3 (4-(aminomethyl)-2-cyclopropylphenyl)-N-(3-(piperidin-1-yl)propyl)benzo[d]imidazo[2,1-b]thiazole-7-carboxamide diformate